methyl 3-bromo-4-fluoro-1H-pyrrolo[2,3-b]pyridine-5-carboxylate BrC1=CNC2=NC=C(C(=C21)F)C(=O)OC